Cl.Cl.NC1=CC=C(C(=N1)C)CNC([C@H](C)NC(=O)[C@@H]1NC[C@H](C1)CC=1SC(=CC1)C(F)(F)F)=O (2R,4R)-N-((S)-1-(((6-amino-2-methylpyridin-3-yl)methyl)amino)-1-oxoprop-2-yl)-4-((5-(trifluoromethyl)thiophen-2-yl)methyl)pyrrolidine-2-carboxamide dihydrochloride